NC[C@H](CC(=O)O)O (S)-4-amino-3-hydroxybutyric acid